CN1C(C2=CC=CC=C2C=N1)=O 2-methyl-2,3-naphthyridine-1-one